C(C)(=O)[O-] R-acetate